5-chloro-N2-(5-(4-methylpiperazin-1-yl)pyridin-2-yl)-N4-(3-(trifluoromethoxy)phenyl)Pyrimidine-2,4-diamine ClC=1C(=NC(=NC1)NC1=NC=C(C=C1)N1CCN(CC1)C)NC1=CC(=CC=C1)OC(F)(F)F